C(=O)O.NCCNC(=O)C1CCN(CC1)C(C1=C(C=C(C=C1)NC(=O)C=1N(C(=CN1)C1=C(C(=C(C=C1)OC(F)F)F)F)C)Cl)=O N-(2-aminoethyl)-1-(2-chloro-4-(5-(4-(difluoromethoxy)-2,3-difluorophenyl)-1-methyl-1H-imidazole-2-carboxamido)benzoyl)piperidine-4-carboxamide formate